4-((1S,4S,5R)-5-((5-cyclopropyl-3-(2,6-dichlorophenyl)isoxazol-4-yl)methoxy)-2-azabicyclo[2.2.1]heptan-2-yl)-N-((tetrahydrofuran-3-yl)sulfonyl)benzamide C1(CC1)C1=C(C(=NO1)C1=C(C=CC=C1Cl)Cl)CO[C@H]1[C@@H]2CN([C@H](C1)C2)C2=CC=C(C(=O)NS(=O)(=O)C1COCC1)C=C2